(E)-1-(3-(4-amino-5-(7-methoxy-5-methylbenzothien-2-yl)-7H-pyrrolo[2,3-d]pyrimidin-7-yl)pyrrolidin-1-yl)-4-(isopropyl-(methyl)amino)but-2-en-1-one NC=1C2=C(N=CN1)N(C=C2C=2SC1=C(C2)C=C(C=C1OC)C)C1CN(CC1)C(\C=C\CN(C)C(C)C)=O